CC(C(=O)O)=P(C1=CC=CC=C1)(C1=CC=CC=C1)C1=CC=CC=C1.C(C)(=O)O acetate (methyl 2-(triphenyl-λ5-phosphanylidene) acetate)